3,4,5-trimethyl-1-(8-quinolyl)-2-trimethylsilyl-cyclopentadienyl-chromium dichloride [Cl-].[Cl-].CC1=C(C(C(=C1C)C)(C=1C=CC=C2C=CC=NC12)[Cr+2])[Si](C)(C)C